4-methoxy-N-(3-((3-methyloxetan-3-yl)methoxy)phenyl)benzamide COC1=CC=C(C(=O)NC2=CC(=CC=C2)OCC2(COC2)C)C=C1